ClC=1C=CC2=C(C[C@@H](CC=3N2C(=NN3)[C@@H]3CC[C@H](CC3)OC3=NC=CC=C3)NC(=O)C3(COC3)C)C1 N-{(5S)-8-chloro-1-[trans-4-(pyridin-2-yloxyl)cyclohexyl]-5,6-dihydro-4H-[1,2,4]triazolo[4,3-a][1]benzazepin-5-yl}-3-methyloxetane-3-carboxamide